1-(2,2-dimethyl-4-piperidinyl)-4-methylpiperazine trihydrochloride Cl.Cl.Cl.CC1(NCCC(C1)N1CCN(CC1)C)C